(3aS,4R,6aR)-4-[(6-bromo-3-pyridazinyl)amino]hexahydrocyclopenta[c]pyrrole-2(1H)-carboxylic acid 2-methyl-2-propyl ester CC(C)(C)OC(=O)N1C[C@H]2[C@@H](C1)[C@@H](CC2)NC=2N=NC(=CC2)Br